N1CCCC12CN(CC2)C2=C1C(=NC=C2)N(C=C1C#N)COCC[Si](C)(C)C 4-(1,7-diazaspiro[4.4]nonan-7-yl)-1-(2-trimethylsilylethoxymethyl)pyrrolo[2,3-b]pyridine-3-carbonitrile